FC=1C=C2CCC=3N(C2=NC1)N=C(C3C3=CC=NC=C3)C3CCN(CC3)C(=O)OC(C)(C)C tert-butyl 4-(7-fluoro-3-(pyridin-4-yl)-4,5-dihydropyrazolo[1,5-a][1,8]naphthyridin-2-yl)piperidine-1-carboxylate